C1(=CC=CC=C1)C1=NC(=NC(=N1)C1=CC=CC=C1)C1=CC=C(C=C1)C1=CC(=CC=2C3=CC=CC=C3NC12)C=1C=CC=2N(C3=CC=CC=C3C2C1)C1=CC=CC=C1 [4-(4,6-diphenyl-1,3,5-triazin-2-yl)phenyl]-9'-phenyl-3,3'-bi-9H-carbazole